N-[5-(1H-benzimidazol-2-yl)-1-methyl-pyrazol-3-yl]-6-(3,8-diazabicyclo[3.2.1]octan-3-yl)pyridine-3-carboxamide N1C(=NC2=C1C=CC=C2)C2=CC(=NN2C)NC(=O)C=2C=NC(=CC2)N2CC1CCC(C2)N1